C(C)(C)(C)OC(=O)N1C[C@@H](CC1)N1C[C@@H]2[C@H](C1)COC2.ONC(CCCOC2=C(C=CC(=C2)N(C2=NC(=NC1=CC=CC=C21)C)C)OC)=O N-hydroxy-4-(2-methoxy-5-(methyl-(2-methyl-4-quinazolinyl)amino)phenoxy)butanamide tert-Butyl-(R)-3-((3aR,6aS)-tetrahydro-1H-furo[3,4-c]pyrrol-5(3H)-yl)pyrrolidine-1-carboxylate